6-[4-[cis-3-(dimethylamino)-2,3,3a,4,6,6a-hexahydrofuro[2,3-c]pyrrol-5-yl]-5,6-difluoro-8-(methylamino)-9H-pyrido[2,3-b]indol-3-yl]-1-methyl-4-oxo-1,8-naphthyridine-3-carboxylic acid CN(C1COC2CN(CC21)C2=C(C=NC=1NC3=C(C=C(C(=C3C12)F)F)NC)C=1C=C2C(C(=CN(C2=NC1)C)C(=O)O)=O)C